FC1=C(C=CC=C1)C=CC(=O)C1=CC=C(C=C1)O 3-(2-fluorophenyl)-1-(4-hydroxyphenyl)prop-2-en-1-one